tert-butyl 3-(2-((benzyloxy)carbonyl)-6-chloro-1,2,3,4-tetrahydroisoquinolin-8-yl)morpholine-4-carboxylate C(C1=CC=CC=C1)OC(=O)N1CC2=C(C=C(C=C2CC1)Cl)C1N(CCOC1)C(=O)OC(C)(C)C